tert-butyl N-[4-(3-bromophenyl) thiazol-2-yl]-N-tert-butoxycarbonyl-carbamate BrC=1C=C(C=CC1)C=1N=C(SC1)N(C(OC(C)(C)C)=O)C(=O)OC(C)(C)C